C1(CC1)C1=C(C=CC=C1)C1N(CCC1)CC1CCC(CC1)=O 4-((2-(2-cyclopropylphenyl)pyrrolidin-1-yl)methyl)cyclohexan-1-one